4-((3,5-dimethylisoxazol-4-yl)methoxy)-N-(5-methoxybenzo[d]thiazol-2-yl)-3-methylbenzamide CC1=NOC(=C1COC1=C(C=C(C(=O)NC=2SC3=C(N2)C=C(C=C3)OC)C=C1)C)C